4-fluoro-1,3-dimethyl-1H-pyrazole-5-carboxamide FC=1C(=NN(C1C(=O)N)C)C